C1(CCC1)CNC1=C(C=C2C(NC(=NC2=C1)CS[C@@H]1[C@@H](CNCC1)F)=O)F 7-((Cyclobutylmethyl)amino)-6-fluoro-2-(((cis-3-fluoropiperidin-4-yl)thio)methyl)quinazolin-4(3H)-one